1,3-dipropylbenzimidazolium C(CC)[N+]1=CN(C2=C1C=CC=C2)CCC